5-chloro-2-{[(2-methoxyethyl)amino]methyl}-7,8-dihydro-6H-spiro[[1,3]oxazolo[5,4-f]quinazoline-9,1'-cyclohexane]-7-one ClC=1C=C2C(=C3C1NC(NC31CCCCC1)=O)OC(=N2)CNCCOC